2,3-dihydro-2,2,6-trimethylbenzaldehyde CC1(C(C=O)=C(C=CC1)C)C